FC(C)(F)C1=NC=CC(=N1)NC1=CC(=NC=C1C=1N=NC(=CC1)N(C)C)NC(C)=O N-(4-((2-(1,1-difluoroethyl)pyrimidin-4-yl)amino)-5-(6-(dimethylamino)pyridazin-3-yl)pyridin-2-yl)acetamide